BrC=1C(=NC=C(C1NCC1=C(C=C(C=C1F)SC)F)[N+](=O)[O-])OC 3-bromo-N-(2,6-difluoro-4-(methylthio)benzyl)-2-methoxy-5-nitropyridin-4-amine